NC=1C(=C(C(=C2C=C(N=CC12)NC(=O)[C@H]1[C@@H](C1)C#N)F)C=1C=NC=CC1C)F |r| (±)-trans-N-[8-amino-5,7-difluoro-6-(4-methyl-3-pyridyl)-3-isoquinolinyl]-2-cyano-cyclopropanecarboxamide